bis((R)-4-benzyl-4,5-dihydrooxazol-2-yl)methane C(C1=CC=CC=C1)[C@H]1N=C(OC1)CC=1OC[C@H](N1)CC1=CC=CC=C1